C(C)(C)C1=C(C=C(C=C1)/C=C/C1=NC=NC=C1)OC (E)-4-(4-isopropyl-3-methoxyphenylvinyl)pyrimidine